busulfan-D8 [2H]C([2H])(C([2H])([2H])C([2H])([2H])OS(=O)(=O)C)C([2H])([2H])OS(=O)(=O)C